methyl (R)-2-(((4-nitrophenyl) sulfonyl) oxy)-3-phenylpropionate [N+](=O)([O-])C1=CC=C(C=C1)S(=O)(=O)O[C@@H](C(=O)OC)CC1=CC=CC=C1